BrC=1C(=C(C=CC1)C(C(=O)OC)C)F methyl 2-(3-bromo-2-fluorophenyl)propanoate